C(C)(=O)OC1=CC=C(C[C@H](N)C(=O)O)C=C1 O-Acetyl-L-tyrosin